COC(=O)C1OC(OC1)C1=CC=CC=C1.[Si](C)(C)(C(C)(C)C)OCC1NC(NC1)=O 4-{[(tert-butyldimethylsilyl)oxy]methyl}imidazolidin-2-one methyl-2-phenyl-1,3-dioxolane-4-carboxylate